NC1=CC(=C2CN(C(C2=C1)=O)C1CCC(CC1)C(=O)NC1=CC(=C(C=C1)C)OC)Br (1s,4s)-4-(6-amino-4-bromo-1-oxoisoindolin-2-yl)-N-(3-methoxy-4-methylphenyl)cyclohexanecarboxamide